FC1=C(OCC(=O)O)C=CC(=C1)COC1=CC(=CC(=C1)\C=C\C1=CC=C(C=C1)OC)OC (E)-2-(2-fluoro-4-((3-methoxy-5-(4-methoxystyryl)phenoxy)methyl)phenoxy)acetic acid